C(C)(C)(C)OC(NN1CCC(CC1)=C(C(=O)OCC)C)=O 4-(1-ethoxy-1-oxopropan-2-ylidene)piperidine-1-carbamic acid tert-butyl ester